COC1=CC=C(C=C1)N1C=CC2=C1N=CNC2=O 7-(4-methoxyphenyl)-3,7-dihydro-4H-pyrrolo[2,3-d]pyrimidin-4-one